N1(CCNCCC1)C(C)=O 1-(1,4-diazepan-1-yl)ethan-1-one